((1s,4s)-4-(8-((2-cyclopropyl-5-ethoxy-4'-fluoro-[1,1'-biphenyl]-4-yl)methyl)-2-oxo-1-oxa-3,8-diazaspiro[4.5]decan-3-yl)cyclohexyl)phosphonic acid C1(CC1)C1=C(C=C(C(=C1)CN1CCC2(CN(C(O2)=O)C2CCC(CC2)P(O)(O)=O)CC1)OCC)C1=CC=C(C=C1)F